1,4-bis(1-((1-((1-methoxypropan-2-yl)oxy)propan-2-yl)oxy)prop-1-en-2-yl)benzene COCC(C)OCC(C)OC=C(C)C1=CC=C(C=C1)C(=COC(COC(COC)C)C)C